OC(CCC[C@@H](C)[C@H]1CC[C@@H]2C(CCC[C@@]12C)=CC=C1C([C@H](C[C@@H](C1)O)O)=C)(C)C (1R,3S)-5-[2-[(1R,3aR,7aS)-1-[(2R)-6-hydroxy-6-methyl-heptan-2-yl]-7a-methyl-2,3,3a,5,6,7-hexahydro-1H-inden-4-ylidene]ethylidene]-4-methylidene-cyclohexane-1,3-diol